(S)-N-(5-cyclopropyl-2H-pyrazol-3-yl)-2-(6-fluoro-7-methylimidazo[1,2-a]pyridin-2-yl)propanamide C1(CC1)C=1C=C(NN1)NC([C@@H](C)C=1N=C2N(C=C(C(=C2)C)F)C1)=O